CC=1C(=NN(C1C=1C=C(C=2N(C1)N=CN2)C)COCC[Si](C)(C)C)C(=O)NC2CCN(CC2)C(=O)OC(C)(C)C tert-butyl 4-(4-methyl-5-(8-methyl-[1,2,4]triazolo[1,5-a]pyridin-6-yl)-1-((2-(trimethyl silyl)ethoxy)methyl)-1H-pyrazole-3-carboxamido)piperidine-1-carboxylate